[2H][B-]([2H])([2H])[2H] tetradeuterioboranide